CC1=CC=2N(N=C1N1CC=3C=C(C=NC3CC1)NC1=CSC3=NC=CC=C31)C=NN2 N-(6-(7-methyl-[1,2,4]triazolo[4,3-b]pyridazin-6-yl)-5,6,7,8-tetrahydro-1,6-naphthyridin-3-yl)thieno[2,3-b]pyridin-3-amine